SCSC(CSCC)SCS (4,4-bis(mercaptomethylsulfanyl)-2-thiabutyl)methane